tert-butyl N-(7-methylquinolin-2-yl)carbamate CC1=CC=C2C=CC(=NC2=C1)NC(OC(C)(C)C)=O